1-bromo-4-(1-bromoethyl)-2-methoxybenzene BrC1=C(C=C(C=C1)C(C)Br)OC